ClC1=C(C=C2C=C(NC2=C1)C1=CC=2OCCN(C2N=C1)C)C=1C=NC=C(C1)OC 7-(6-chloro-5-(5-methoxypyridin-3-yl)-1H-indol-2-yl)-4-methyl-3,4-dihydro-2H-pyrido[3,2-b][1,4]oxazine